CN1C=N[NH+](C1)C1=CC=CC=C1 4-methyl-1-phenyl-1H-1,2,4-triazolium